ClC=1C=C(C=CC1C(=O)N1CCN(CC1)C(=O)C1CCC1)NC1CN(C1)C(=O)OC(C)(C)C tert-butyl 3-(3-chloro-4-(4-(cyclobutanecarbonyl) piperazine-1-carbonyl)phenylamino)azetidine-1-carboxylate